(R)-2-(2,2-dimethyltetrahydro-2H-pyran-4-yl)quinoline-6-carbaldehyde CC1(OCC[C@H](C1)C1=NC2=CC=C(C=C2C=C1)C=O)C